Methyl 6-(2-hydroxyprop-2-yl)picolinate OC(C)(C)C1=CC=CC(=N1)C(=O)OC